tert-Butyl (R)-4-(2-((2-(3-fluorophenyl)-2-hydroxyethyl)amino)-2-methylpropyl)piperidine-1-carboxylate FC=1C=C(C=CC1)[C@H](CNC(CC1CCN(CC1)C(=O)OC(C)(C)C)(C)C)O